N(C(=O)C)C=1N=C2N(N=C(C=C2)C=2C=NC(=C(C(=O)O)C2)C)C1 5-(2-Acetaminoimidazo[1,2-b]pyridazin-6-yl)-2-methylnicotinic acid